1-methyl-3-n-Octyl-imidazolium Hexafluorophosphate F[P-](F)(F)(F)(F)F.CN1C=[N+](C=C1)CCCCCCCC